CN1N=CC(=C1)C=1C=C2N(N=CC=C2N2C([C@@](CC2)(C#N)C2COC2)=O)C1 |o1:16| rel-(3R)-1-[6-(1-methylpyrazol-4-yl)pyrrolo[1,2-b]pyridazin-4-yl]-3-(oxetan-3-yl)-2-oxopyrrolidine-3-carbonitrile